FC1=C(C=CC=C1F)[C@]1(C([C@@](CCC1)(C)O)=O)NC (2R,6S)-2-(2,3-difluorophenyl)-6-hydroxy-6-methyl-2-methylamino-cyclohexane-1-one